C(#N)C1=CC(=C(C=C1)C1(OC2=C(O1)C=CC=C2C2=C(C(=C(CC1=NC3=C(N1C[C@H]1OCC1)C=C(C=C3)C(=O)O)C(=C2)F)F)F)C)F 2-(4-(2-(4-cyano-2-fluorophenyl)-2-methylbenzo[d][1,3]dioxol-4-yl)-2,3,6-trifluorobenzyl)-1-(((S)-oxetan-2-yl)methyl)-1H-benzo[d]imidazole-6-carboxylic acid